CN1CCN(CC1)C1=NC=CC(=N1)NC1CCC(CC1)OC1=C2C=NC=NC2=CC(=C1)N1CCOCC1 2-(4-methylpiperazin-1-yl)-N-[4-(7-morpholinoquinazolin-5-yl)oxy-cyclohexyl]pyrimidin-4-amine